ethyl 3-(5-carbamoyl-1H-benzo[d]imidazol-2-yl)-4-chlorobenzo[b]thiophene-2-carboxylate C(N)(=O)C1=CC2=C(NC(=N2)C=2C3=C(SC2C(=O)OCC)C=CC=C3Cl)C=C1